2-(4-(Bis(4-methoxybenzyl)amino)-6-bromo-2-chloro-3-fluorophenyl)acetaldehyde COC1=CC=C(CN(C2=C(C(=C(C(=C2)Br)CC=O)Cl)F)CC2=CC=C(C=C2)OC)C=C1